F[C@@H]1C(NC(C[C@@H]1N1CCC2=C1N=NC(=C2)C2=C(C=C(C=C2)N2N=NC(=C2)C)OCOC)(C)C)(C)C 7-((3S,4S)-3-fluoro-2,2,6,6-tetramethylpiperidin-4-yl)-3-(2-(methoxymethoxy)-4-(4-methyl-1H-1,2,3-triazol-1-yl)phenyl)-6,7-dihydro-5H-pyrrolo[2,3-c]pyridazine